Cl.NCCNC(C(=C)C)=O N-(2-aminoethyl)methacrylamide HCl